tert-Butyl 4-[4-oxo-6-(4,4,5,5-tetramethyl-1,3,2-dioxaborolan-2-yl)-3,4-dihydroquinazolin-2-yl]piperidine-1-carboxylate O=C1NC(=NC2=CC=C(C=C12)B1OC(C(O1)(C)C)(C)C)C1CCN(CC1)C(=O)OC(C)(C)C